ClC=1C=C(C=CC1N1C(N(C=C1)C)=O)C1=C(C(=CC(=C1)F)C=1C=NC=C(C1)N1C[C@H](CC1)NC)O (S)-1-(3-chloro-5'-fluoro-2'-hydroxy-3'-(5-(3-(methylamino)pyrrolidin-1-yl)pyridin-3-yl)-[1,1'-biphenyl]-4-yl)-3-methyl-1H-imidazol-2(3H)-one